(2R,3S)-butane-1,2,3,4-tetrayltetra(3-oxobutyrate) C(C([C@H](CC(C(=O)[O-])C(C)=O)C(C(=O)[O-])C(C)=O)C(C(=O)[O-])C(C)=O)[C@@H](C(=O)[O-])C(C)=O